ClC1=CC2=C(C=N1)C=C(N2COCC[Si](C)(C)C)[Sn](CCCC)(CCCC)CCCC 2-[(6-chloro-2-tributylstannyl-pyrrolo[3,2-c]pyridin-1-yl)methoxy]ethyl-trimethyl-silane